CCCCCCCCCCCC(=O)O[C@H](COC(=O)CCCC/C=C\C/C=C\C/C=C\C/C=C\CC)COP(=O)([O-])OCC[N+](C)(C)C 1-(6Z,9Z,12Z,15Z-octadecatetraenoyl)-2-dodecanoyl-glycero-3-phosphocholine